ClC1=C(NC2=CC=C(C=N2)C#N)C=CC=C1[C@]1(NC(N(C(C1)=O)C1CCOCC1)=N)C 6-{2-Chloro-3-[(4S)-2-imino-4-methyl-6-oxo-1-(tetrahydro-pyran-4-yl)hexahydropyrimidin-4-yl]anilino}pyridine-3-carbonitrile